C(CCCCCCCC)C(OC(C(C1=CC=CC=C1)(CCCCCCCCC)O)(CCCCCCCCC)CCCCCCCCC)COCCOCCOCCOCCOCCO Tetra-nonylphenylheptaethylene glycol